4-[4-(4-cyano-3-fluorophenoxymethyl)pyridin-2-yl]-N-[2-(dimethylamino)ethyl]-2-methylbenzamide C(#N)C1=C(C=C(OCC2=CC(=NC=C2)C2=CC(=C(C(=O)NCCN(C)C)C=C2)C)C=C1)F